6-(5-Chloropyridin-2-yl)pyrido[2,3-d]pyrimidin-4(3H)-one ClC=1C=CC(=NC1)C1=CC2=C(N=CNC2=O)N=C1